2-chloro-4-((3-(2,3-difluoro-4-methoxyphenyl)imidazo[1,2-a]pyrazin-8-yl)amino)benzoic acid ClC1=C(C(=O)O)C=CC(=C1)NC=1C=2N(C=CN1)C(=CN2)C2=C(C(=C(C=C2)OC)F)F